N-(3-hydroxypropyl)-4-(1H-pyrrolo[3,2-c]pyridin-4-yl)benzamide OCCCNC(C1=CC=C(C=C1)C1=NC=CC2=C1C=CN2)=O